6-(Difluoromethyl)-3-[6-[2-methyl-3-[(sulfamoylamino)methyl]-1-piperidyl]pyrimidin-4-yl]imidazo[1,2-b]pyridazine FC(C=1C=CC=2N(N1)C(=CN2)C2=NC=NC(=C2)N2C(C(CCC2)CNS(N)(=O)=O)C)F